C1(CC1)N1C=CC2=C(C=C(C=C12)F)C=1C2=C(C=3NC(C=4N(C3C1F)C(=NN4)C)(C)C)CCC2 6-(1-cyclopropyl-6-fluoro-1H-indol-4-yl)-5-fluoro-3,11,11-trimethyl-8,9,10,11-tetrahydro-7H-cyclopenta[f][1,2,4]triazolo[4,3-a]quinoxaline